5-(1H-imidazol-1-yl)-2-(6-((2,2,6,6-tetramethylpiperidin-4-yl)oxy)-1,2,4-triazin-3-yl)phenol N1(C=NC=C1)C=1C=CC(=C(C1)O)C=1N=NC(=CN1)OC1CC(NC(C1)(C)C)(C)C